(3S)-11-(2,4-difluorophenyl)-3-(2-(dimethylamino)ethoxy)-8-((3S,5R)-3,5-dimethylpiperazin-1-yl)-10-(trifluoromethyl)-3,4-dihydro-2H,6H-[1,4]thiazepino[2,3,4-ij]quinazolin-6-one FC1=C(C=CC(=C1)F)C1=C(C=C2C(=NC(N3C2=C1SC[C@H](C3)OCCN(C)C)=O)N3C[C@@H](N[C@@H](C3)C)C)C(F)(F)F